tert-butyl 2-(4-amino-3-nitrophenoxy)acetate NC1=C(C=C(OCC(=O)OC(C)(C)C)C=C1)[N+](=O)[O-]